C(#C)C=1C(=CC2=C(OCO2)C1)C=O 6-ethynyl-benzo[d][1,3]dioxolane-5-formaldehyde